5-(2-(3-((Tetrahydro-2H-pyran-4-yl)methoxy)phenyl)-1H-pyrrolo[2,3-b]pyridin-4-yl)-1H-indazol-3-amine O1CCC(CC1)COC=1C=C(C=CC1)C1=CC=2C(=NC=CC2C=2C=C3C(=NNC3=CC2)N)N1